OCC[C@H]([C@H](CC=C)C)S(=O)(=O)N(CC1=CC=C(C=C1)OC)CC1=CC=C(C=C1)OC (3R,4S)-1-HYDROXY-N,N-BIS(4-METHOXYBENZYL)-4-METHYLHEPT-6-ENE-3-SULFONAMIDE